N-(4-((2-amino-3-chloropyridine-4-yl)oxy)-3-fluorophenyl)-1-(3-chloropyridin-2-yl)-5-ethyl-1H-pyrazole-4-carboxamide NC1=NC=CC(=C1Cl)OC1=C(C=C(C=C1)NC(=O)C=1C=NN(C1CC)C1=NC=CC=C1Cl)F